(R)-N-(4-cyclohexylbenzyl)-N-(3-hydroxy-4-(hydroxycarbamoyl)phenyl)-1-((perfluorophenyl)sulfonyl)pyrrolidine-2-carboxamide C1(CCCCC1)C1=CC=C(CN(C(=O)[C@@H]2N(CCC2)S(=O)(=O)C2=C(C(=C(C(=C2F)F)F)F)F)C2=CC(=C(C=C2)C(NO)=O)O)C=C1